C(C)(C)(C)C1=CC=C(C=C1)[C@H](C)NC(=O)C1=CC2=C(N(C(=N2)C)CC2=CC(=CC=C2)O)C=C1 (S)-N-(1-(4-(tert-butyl)phenyl)ethyl)-1-(3-hydroxybenzyl)-2-methyl-1H-benzo[d]imidazole-5-carboxamide